C(C1=CC=CC=C1)OC1=C2C(=NC=C1)N(C(=C2)I)S(=O)(=O)C2=CC=C(C)C=C2 4-(benzyloxy)-2-iodo-1-tosyl-1H-pyrrolo[2,3-b]pyridine